C1(=CC=CC=C1)C=1C=C2NC=3C=CC=C4C3C2=C(C1)C1=CC=CC=C14 2-Phenyl-4H-naphtho[1,2,3,4-def]carbazole